N-(4-amino-1H-pyrazolo[4,3-c]pyridin-7-yl)-N'-[(2-chlorophenyl)methyl]-N'-(2-pyridylmethyl)oxamide Hydrogen chloride Cl.NC1=NC=C(C2=C1C=NN2)NC(=O)C(=O)N(CC2=NC=CC=C2)CC2=C(C=CC=C2)Cl